C(C)(C)(C)OC(=O)[C@@H]1CCCC=2N1C(N(N2)CC2(CC2)C2=CC=C(C=C2)C(F)(F)F)=O tert-Butyl-(5S)-3-oxo-2-({1-[4-(trifluoromethyl)phenyl]cyclopropyl}methyl)-2,3,5,6,7,8-hexahydro[1,2,4]triazolo[4,3-a]pyridin-5-carboxylat